C(C)N(C1=CC=C2C=C(C(NC2=C1)=O)C=O)CC 7-diethylamino-2-oxo-1,2-dihydroquinoline-3-carbaldehyde